1-bromooct-1-yne BrC#CCCCCCC